The molecule is a class I yanuthone that is 5,6-epoxy-4-hydroxy-3-methylcyclohex-2-en-1-one which is substituted at position 6 by an (E,E)-3,7,11-trimethyldodeca-2,6,10-trien-1-yl group (the R,R,R stereoisomer). It has a role as an Aspergillus metabolite. It is a class I yanuthone and a secondary alcohol. CC1=CC(=O)[C@]2([C@@H]([C@@H]1O)O2)C/C=C(\\C)/CC/C=C(\\C)/CCC=C(C)C